sodium methoxysulfonate COS(=O)(=O)[O-].[Na+]